ClCCC(=O)NC1=CC(=CC(=C1)C1=NC2=CC=CC=C2N=C1)CN1CCN(CC1)S(=O)(=O)C 3-chloro-N-(3-((4-(methylsulfonyl)piperazin-1-yl)methyl)-5-(quinoxalin-2-yl)phenyl)propanamide